(S)-N-(4-methyl-3-(4-methyloxazol-2-yl)phenyl)-7-(trifluoromethyl)-1,4-oxazepane-4-carboxamide CC1=C(C=C(C=C1)NC(=O)N1CCO[C@@H](CC1)C(F)(F)F)C=1OC=C(N1)C